2,6-dichloro-4-[4-methoxy-2-(4-methyl-1,2,4-triazol-3-yl)phenyl]pyridine ClC1=NC(=CC(=C1)C1=C(C=C(C=C1)OC)C1=NN=CN1C)Cl